(S)-(9H-fluoren-9-yl)methyl tert-butyl (6-(dimethylamino)-6-oxohexane-1,5-diyl)dicarbamate CN(C([C@H](CCCCNC(OCC1C2=CC=CC=C2C=2C=CC=CC12)=O)NC(OC(C)(C)C)=O)=O)C